The molecule is a peptide anion that is the conjugate base of gamma-Glu-Ile, obtained by removal of protons from the two carboxy groups as well as protonation of the amino group; major species at pH 7.3. It is a conjugate base of a gamma-Glu-Ile. CC[C@H](C)[C@@H](C(=O)[O-])NC(=O)CC[C@@H](C(=O)[O-])[NH3+]